N1(CCCCC1)C1CCN(CC1)C1=CC(=C(C=C1)N1N=C(C=C1C1=CC(=C(C#N)C=C1)F)C(=O)N1C[C@@H](CCC1)N)F (R)-4-(1-(4-([1,4'-bipiperidin]-1'-yl)-2-fluorophenyl)-3-(3-aminopiperidin-1-carbonyl)-1H-pyrazol-5-yl)-2-fluorobenzonitrile